ClC1=C(C=CC(=C1NC=1C(=C2C(N(C=NC2=CC1)C)=O)C)F)NS(=O)(=O)N1CC(C1)C#N N-(2-chloro-3-((3,5-dimethyl-4-oxo-3,4-dihydroquinazolin-6-yl)amino)-4-fluorophenyl)-3-cyanoazetidine-1-sulfonamide